PURINE N1=CN=C2N=CNC2=C1